2,5-bis[(1,3-dioxobutyl)amino]benzenesulfonic acid O=C(CC(C)=O)NC1=C(C=C(C=C1)NC(CC(C)=O)=O)S(=O)(=O)O